2-((3-(2,6-Dioxopiperidin-3-yl)-1-methyl-1H-indazol-7-yl)oxy)-N-(3-methyl-isoxazol-5-yl)acetamide O=C1NC(CCC1C1=NN(C2=C(C=CC=C12)OCC(=O)NC1=CC(=NO1)C)C)=O